2-Isocyanatomethyl-3-(3-isocyanatopropyl)-5-(2-isocyanatoethyl)-bicyclo-[2.2.1]-heptane N(=C=O)CC1C2CC(C(C1CCCN=C=O)C2)CCN=C=O